O1C(CCCC1)N1N=C(C=C1CC(=O)O)C(F)(F)F 2-(1-(Tetrahydro-2H-pyran-2-yl)-3-(trifluoromethyl)-1H-pyrazol-5-yl)acetic acid